4-[3-(3-aminopropyl)azetidin-1-yl]-2-(2,6-dioxopiperidin-3-yl)isoindole NCCCC1CN(C1)C=1C2=CN(C=C2C=CC1)C1C(NC(CC1)=O)=O